N(=[N+]=[N-])C(C)C=1C(=C(C(=NC1)Cl)C)C (1-azidoethyl)-2-chloro-3,4-dimethylpyridine